C(C)OC[C@]1(CN(CC1)CC1=CC=C(C=C1)F)CCC1=CC=C(C=C1)F |o1:4| (R or S)-3-(ethoxymethyl)-1-(4-fluorobenzyl)-3-(4-fluorophenethyl)pyrrolidine